(4,4-bis(3-silylpropyl)heptane-1,7-diyl)bis(silane) [SiH3]CCCC(CCC[SiH3])(CCC[SiH3])CCC[SiH3]